S1C=2N(C(C13CCNCC3)=O)C=CC2 3'H-spiro[piperidine-4,2'-pyrrolo[2,1-b]thiazol]-3'-one